tri-tert-butyl (5R,12S,16S)-3,6,14-trioxo-1-phenyl-5-[(quinolin-7-yl)methyl]-2-oxa-4,7,13,15-tetraazaoctadecane-12,16,18-tricarboxylate O=C(OCC1=CC=CC=C1)N[C@@H](C(NCCCC[C@H](NC(N[C@@H](CCC(=O)OC(C)(C)C)C(=O)OC(C)(C)C)=O)C(=O)OC(C)(C)C)=O)CC1=CC=C2C=CC=NC2=C1